4-(4-{3-cyano-9-ethyl-6,6-dimethyl-11-oxo-5H,6H,11H-benzo[b]carbazol-8-yl}piperazin-1-yl)-4-oxobutanoic acid C(#N)C1=CC=C2C=3C(C4=C(C(C3NC2=C1)(C)C)C=C(C(=C4)CC)N4CCN(CC4)C(CCC(=O)O)=O)=O